3-amino-4,4,4-trifluorobutanoic acid NC(CC(=O)O)C(F)(F)F